3-(3,5-dichlorophenyl)-8-methoxyimidazo[1,2-b]Pyridazine-7-carboxylic acid ethyl ester C(C)OC(=O)C1=C(C=2N(N=C1)C(=CN2)C2=CC(=CC(=C2)Cl)Cl)OC